(P)-1-(5-chloro-4-cyclobutyl-2-methoxyphenyl)-N-(oxazol-2-yl)-2-oxo-1,2-dihydroquinoline-6-sulfonamide ClC=1C(=CC(=C(C1)N1C(C=CC2=CC(=CC=C12)S(=O)(=O)NC=1OC=CN1)=O)OC)C1CCC1